4-bromo-6-hydroxy-7-methylpyrazolo[1,5-a]pyridine-3-carbonitrile BrC=1C=2N(C(=C(C1)O)C)N=CC2C#N